4-((2-(dimethylamino)ethyl)(methyl)amino)piperidine CN(CCN(C1CCNCC1)C)C